N-(3-(benzo[d][1,3]dioxol-5-yl)-1H-pyrazol-5-yl)-4-(4-(2-hydroxyethyl)piperazin-1-yl)benzamide O1COC2=C1C=CC(=C2)C2=NNC(=C2)NC(C2=CC=C(C=C2)N2CCN(CC2)CCO)=O